5-(4-(imidazo[1,2-a]pyridin-2-ylmethoxy)phenyl)-2-oxo-6-(trifluoromethyl)-1,2-dihydropyridine-3-carboxamide N=1C(=CN2C1C=CC=C2)COC2=CC=C(C=C2)C=2C=C(C(NC2C(F)(F)F)=O)C(=O)N